(2E)-3-carboxy-4-hydroxy-4-phosphobut-2-enoate C(=O)(O)\C(=C/C(=O)[O-])\C(P(=O)=O)O